(5S)-3-[[2-(1,1-Difluoroethyl)-5-[3-(difluoromethoxy)-4-fluoro-phenyl]-3-pyridyl]methyl]-5-methyl-oxazolidin-2-one FC(C)(F)C1=NC=C(C=C1CN1C(O[C@H](C1)C)=O)C1=CC(=C(C=C1)F)OC(F)F